1,3,5-trimethyl-N-tetrahydropyran-4-yl-pyrazol-4-amine CN1N=C(C(=C1C)NC1CCOCC1)C